tert-butyl 2-isopropyl-6-methoxy-9,9-dimethylacridine-10(9H)-carboxylate {tert-butyl 2-isopropyl-6-methoxy-9,9-dimethylacridine-10(9H)-carboxylate} C(C)(C)(C)C1=C(C=CC=2N(C3=CC(=CC=C3C(C12)(C)C)OC)C(=O)O)C(C)C.C(C)(C)C1=CC=2C(C3=CC=C(C=C3N(C2C=C1)C(=O)OC(C)(C)C)OC)(C)C